FC(C=1C=C(CNC(=O)C2CCN(CC2)C2=C3C=C(N(C3=CC=C2)COCC[Si](C)(C)C)C(=O)OC)C=CC1)(F)F methyl 4-(4-((3-(trifluoromethyl)benzyl)carbamoyl)piperidin-1-yl)-1-((2-(trimethylsilyl)ethoxy)methyl)-1H-indole-2-carboxylate